C(C)OC(=O)C=1C(OC2=CC=CC=C2C1)=O 2-oxo-chromene-3-carboxylic acid ethyl ester